NC[C@H](C(=O)NC(C(C)(C)O)C1=CC=C(C=C1)OCC(CCC)C)C1=CC=CC=C1 (2R)-3-amino-N-((7R)-2-hydroxy-2-methyl-1-(4-((2-methylpentyl)oxy)phenyl)propyl)-2-phenylpropanamide